3-((3-(((tert-butoxycarbonyl)methylamino)methyl)-4-chlorobenzyl)amino)-4-methyl-1H-pyrrole-2-carboxylic acid ethyl ester C(C)OC(=O)C=1NC=C(C1NCC1=CC(=C(C=C1)Cl)CNCC(=O)OC(C)(C)C)C